C(C)C=1C=C(C(=C(C1)C)O)C 4-ethyl-2,6-xylenol